ClC1=C(C=CC(=C1)C)C=1N(C(=CC1C(=O)N)C1=C2C(=NC=C1)NC=C2)COCC[Si](C)(C)C 2-(2-chloro-4-methylphenyl)-5-(1H-pyrrolo[2,3-b]pyridin-4-yl)-1-{[2-(trimethylsilyl)ethoxy]methyl}-1H-pyrrole-3-carboxamide